BrC=1C=C2CN(C(NC2=CC1)=O)C 6-bromo-3-methyl-3,4-dihydroquinazoline-2(1H)-one